(S)-1-(6-(4-(5-chloro-6-methyl-1H-indazol-4-yl)-3-(2-(difluoromethyl)-4-(2-methoxyethyl)-2-methylpiperazin-1-yl)-5-methyl-1H-pyrazol-1-yl)-2-azaspiro[3.3]heptan-2-yl)prop-2-en-1-one ClC=1C(=C2C=NNC2=CC1C)C=1C(=NN(C1C)C1CC2(CN(C2)C(C=C)=O)C1)N1[C@](CN(CC1)CCOC)(C)C(F)F